ClC=1C=C(C=C(C1CC1=CC(=C(C=C1)O)C(C)C)C)NCC(=O)NC 2-((3-chloro-4-(4-hydroxy-3-isopropylbenzyl)-5-methylphenyl)amino)-N-methylacetamide